F[C@H]1CN(CC[C@H]1NC1=CC=CN2C(=C(C=C12)C1=NOC(=N1)CNC(C(C)(C)OC)=O)SC(F)(F)F)C N-{[3-(8-{[(3S,4R)-3-fluoro-1-methylpiperidin-4-yl]amino}-3-[(trifluoromethyl)sulfanyl]indolizin-2-yl)-1,2,4-oxadiazol-5-yl]methyl}-2-methoxy-2-methylpropanamide